2-(4-(benzyloxy)-6-methoxybenzofuran-2-yl)-6-methylimidazo[1,2-b]pyridazine C(C1=CC=CC=C1)OC1=CC(=CC2=C1C=C(O2)C=2N=C1N(N=C(C=C1)C)C2)OC